tricyclo[3.2.1.13,7]nonane C12CC3CC(CC1C3)C2